5-(8-fluoroimidazo[1,2-a]pyridin-6-yl)-N-((1-methylcyclopropyl)methyl)-7H-pyrrolo[2,3-d]pyrimidin-2-amine FC=1C=2N(C=C(C1)C1=CNC=3N=C(N=CC31)NCC3(CC3)C)C=CN2